3,5,7-trimethyl-adamantanol CC12CC3(CC(CC(C1)(C3)C)(C2)C)O